C(=O)O.N[C@@H]1CC[C@H](CC1)NC=1C=2N(N=CC1C(=NC1=C(C=CC(=C1)F)Cl)N)C=C(C2)C2=CC(=NC=C2CC)OC 4-[(trans-4-aminocyclohexyl)amino]-N'-(2-chloro-5-fluoro-phenyl)-6-(5-ethyl-2-methoxy-4-pyridyl)pyrrolo[1,2-b]pyridazine-3-carboxamidine formic acid salt